FC1(CC(CC1)C(C(=O)NC1=CC(=NO1)C(F)(F)F)C1=CC=C(C=C1)C=1N=NN(N1)C)F rac-2-(3,3-Difluorocyclopentyl)-2-(4-(2-methyl-2H-tetrazol-5-yl)phenyl)-N-(3-(trifluoromethyl)isoxazol-5-yl)acetamide